2-(3-((2-amino-4-methyl-6-((1-(methylthio)hept-3-yl)amino)pyrimidin-5-yl)methyl)-4-methoxyphenyl)acetonitrile NC1=NC(=C(C(=N1)C)CC=1C=C(C=CC1OC)CC#N)NC(CCSC)CCCC